ethyl 7-chloropyrazolo[1,5-a]pyrimidine-5-carboxylate ClC1=CC(=NC=2N1N=CC2)C(=O)OCC